(3-cyano-4-methyl-1H-indol-7-yl)-4-ethynylbenzenesulfonamide C(#N)C1=CNC2=C(C=CC(=C12)C)C1=C(C=CC(=C1)C#C)S(=O)(=O)N